ClC=1C=C(C(=O)N[C@@H](C)C2=NC=NN2C2=NC=C(C=C2)C#N)C=C(C1)S(=O)C(F)F 3-chloro-N-{(1S)-1-[1-(5-cyanopyridin-2-yl)-1H-1,2,4-triazol-5-yl]ethyl}-5-[(difluoromethyl)sulfinyl]benzamide